2-(2-hydroxyethyl)-4,5-dinitro-1H-benzo[de]isoquinoline-1,3(2H)-dione OCCN1C(C2=CC=CC=3C2=C(C1=O)C(=C(C3)[N+](=O)[O-])[N+](=O)[O-])=O